CC1(C)CCCC(C)=C1\C=C\C(\C)=C\C=C\C(\C)=C/C=C/C=C(\C)/C=C/C=C(\C)/C=C/C1C(C)=CCCC1(C)C (13Z)-α-Carotene